Propyl α-L-rhamnopyranosyl-(1→2)-α-L-rhamnopyranosyl-(1→4)-β-D-galactopyranosyluronic acid-(1→3)-2-acetamido-2-deoxy-β-D-galactopyranosyl-(1→2)-α-L-rhamnopyranoside [C@@H]1([C@H](O)[C@H](O)[C@@H](O)[C@@H](O1)C)O[C@H]1[C@@H](O[C@H]([C@@H]([C@H]1O)O)C)O[C@@H]1[C@@H]([C@H]([C@@H](O[C@@H]1C(=O)O)O[C@@H]1[C@H]([C@@H](O[C@@H]([C@@H]1O)CO)O[C@H]1[C@H](OCCC)O[C@H]([C@@H]([C@H]1O)O)C)NC(C)=O)O)O